(R)-2-(1-(4-(3,6-dihydro-2H-pyran-4-yl)thiophen-2-yl)cyclopropyl)-6-(2-hydroxy-2-(3-(trifluoromethyl)phenyl)acetyl)-5,6,7,8-tetrahydropyrido[4,3-d]pyrimidin-4(3H)-one O1CCC(=CC1)C=1C=C(SC1)C1(CC1)C=1NC(C2=C(N1)CCN(C2)C([C@@H](C2=CC(=CC=C2)C(F)(F)F)O)=O)=O